NCCN(CCC[Si](OC)(OC)OC)CCN N-(2-aminoethyl)-N-(2-aminoethyl)-3-aminopropyltrimethoxysilane